C[C@H]1CC[C@@H](NC1)C1=CC=C2C=NNC2=C1 |r| rac-6-((2R,5S)-5-methylpiperidin-2-yl)-1H-Indazole